(1R,5S,6S)-rel-3-azabicyclo[3.1.0]hexan-6-ylcarbamate [C@@H]12CNC[C@H]2C1NC([O-])=O